ClC1=C(C(=O)N)C=CC(=N1)C1=C(C=C(C=C1)F)F 2-chloro-(2,4-difluorophenyl)-nicotinamide